4-(Biphenyl-4-yl(9,9-dimethyl-9H-fluoren-2-yl)amino)phenyl-boronic acid C1(=CC=C(C=C1)N(C1=CC=C(C=C1)B(O)O)C1=CC=2C(C3=CC=CC=C3C2C=C1)(C)C)C1=CC=CC=C1